4-[3-(trifluoromethyl)-3H-diazirin-3-yl]-D-phenylalanine FC(C1(N=N1)C1=CC=C(C[C@@H](N)C(=O)O)C=C1)(F)F